1-(2-(1H-pyrazolo[3,4-b]pyridine-4-carbonyl)-2-azaspiro[3.3]heptan-6-yl)-3-(4-(trifluoromethyl)pyridin-2-yl)urea N1N=CC2=C1N=CC=C2C(=O)N2CC1(C2)CC(C1)NC(=O)NC1=NC=CC(=C1)C(F)(F)F